2-(4-isothiocyanatobenzyl)-1,4,7,10,13,16-hexaazacyclohexadecane N(=C=S)C1=CC=C(CC2NNCCNCCNCCNCCNC2)C=C1